ClC1=NC(=C2C(=N1)N(N=C2)[C@H]2[C@@H]([C@@H]([C@H](O2)COC(CO)(CC=2N=NNN2)P(O)(O)=O)O)O)NCC(C)C (2-(((2R,3S,4R,5R)-5-(6-chloro-4-(isobutylamino)-1H-pyrazolo[3,4-d]pyrimidin-1-yl)-3,4-dihydroxytetrahydrofuran-2-yl)methoxy)-1-hydroxy-3-(2H-tetrazol-5-yl)propan-2-yl)phosphonic acid